tert-butyl ((3S,6S,8R,10aR)-8-(benzyloxy)-3-(3-(morpholine-4-carbonyl)azetidine-1-carbonyl)-5-oxodecahydropyrrolo[1,2-a]azocin-6-yl)carbamate C(C1=CC=CC=C1)O[C@@H]1CC[C@@H]2N(C([C@H](C1)NC(OC(C)(C)C)=O)=O)[C@@H](CC2)C(=O)N2CC(C2)C(=O)N2CCOCC2